OC1=C(C(=CC(=C1)C(F)(F)F)C)C=1C=CC=2C(N1)=NN(C2[C@@H](C)O)[C@H]2CCC(N(C2)C(C)C)=O (S)-5-(6-(2-hydroxy-6-methyl-4-(trifluoromethyl)phenyl)-3-((R)-1-hydroxyethyl)-2H-pyrazolo[3,4-b]pyridin-2-yl)-1-isopropylpiperidin-2-one